O[C@H]1CNCC[C@@H]1C1=CC=CC=2N(C(N(C21)C)=O)C2C(NC(CC2)=O)=O 3-[4-[(3R,4R)-3-hydroxy-4-piperidinyl]-3-methyl-2-oxo-benzimidazol-1-yl]piperidine-2,6-dione